BrCC(=O)C=1C=CC2=C(N(C(N2)=O)C)C1 6-(2-bromoacetyl)-1-methyl-1H-benzo[d]imidazol-2(3H)-one